methyl (Z)-4-(2-hydroxyvinyl)-2-methylbenzoate O\C=C/C1=CC(=C(C(=O)OC)C=C1)C